C(C)(C)(C)OC(=O)N1CC(C1)(C(F)(F)F)OCCN(C(=S)NC(=O)OCC)C1=C(NC=C1)C(=O)OCC Ethyl 3-(1-(2-((1-(tert-butoxycarbonyl)-3-(trifluoromethyl) azetidin-3-yl) oxy) ethyl)-3-(ethoxycarbonyl) thioureido)-1H-pyrrole-2-carboxylate